CC1(OB(OC1(C)C)C=1C=C(C2=C(CCO2)C1)NC(OC(C)(C)C)=O)C tert-butyl (5-(4,4,5,5-tetramethyl-1,3,2-Dioxaborolan-2-yl)-2,3-dihydrobenzofuran-7-yl)carbamate